CC1=NC(=CC=N1)NC1=NNC(=C1)C methyl-6-(5-methyl-1H-pyrazol-3-ylamino)pyrimidin